FC(OC1=C(C=CC(=C1)C1=NN=CN1C)NC=1N=CC2=C(N1)C(=NC(=C2)C)N2CCC(CC2)(C#N)C)F 1-(2-((2-(difluoromethoxy)-4-(4-methyl-4H-1,2,4-triazol-3-yl)phenyl)amino)-6-methylpyrido[3,4-d]pyrimidin-8-yl)-4-methylpiperidine-4-carbonitrile